BrC=1C=C(C=NC2=C(C(=CC=C2)Cl)Cl)C=CC1 N-(3-bromobenzylidene)-2,3-dichlorobenzenamine